1-amino-3-(benzyloxy)-N-(3-chloro-2-fluorobenzyl)-4-oxo-1,4-dihydropyridine-2-carboxamide NN1C(=C(C(C=C1)=O)OCC1=CC=CC=C1)C(=O)NCC1=C(C(=CC=C1)Cl)F